tert-butyl (2R,5S)-4-(6-chloro-7-(6-fluorobenzofuran-7-yl)-1-(2-isopropyl-4-methylpyridin-3-yl)-2-oxo-1,2-dihydropyrido[2,3-d]pyrimidin-4-yl)-2,5-dimethylpiperazine-1-carboxylate ClC1=CC2=C(N(C(N=C2N2C[C@H](N(C[C@@H]2C)C(=O)OC(C)(C)C)C)=O)C=2C(=NC=CC2C)C(C)C)N=C1C1=C(C=CC=2C=COC21)F